C(=C)C=1C=C2C=NC(=NC2=CC1)N1C[C@@H]2[C@H](C1)COC2 (3aR,6aS)-5-(6-vinylquinazolin-2-yl)hexahydro-1H-furo[3,4-c]pyrrole